O1[C@H](COC2=C1C=CC=C2)C2=CC=C(CNC1CCN(CC1)S(=O)(=O)C)C=C2 N-{4-[(2S)-2,3-dihydro-1,4-benzodioxin-2-yl]benzyl}-1-(methylsulfonyl)piperidin-4-amine